7-Fluoro-11-methyl-13,13a-dihydrobenzo[2,3]pyrrolo[2',3':5,6][1,4]diazepino[1,7-a]indol-12(11H)-one FC=1C=CC2=C(N3C(=CC4=CC=CC=C34)C3C(=N2)N(C(C3)=O)C)C1